1,2-diphytanoyl-sn-glycero-3-phospho-L-serine C(CC(C)CCCC(C)CCCC(C)CCCC(C)C)(=O)OC[C@@H](OC(CC(C)CCCC(C)CCCC(C)CCCC(C)C)=O)COP(=O)(O)OC[C@H](N)C(=O)O